ClC=1C=C2C(C(=CN(C2=CC1N1[C@H](CC(C1)(OC)OC)COC1=NC(=CC=C1Cl)OC)C=1C=NC(=CC1)N1CC(C1)N(C)C)C(=O)O)=O 6-chloro-7-[(2R)-2-[[(3-chloro-6-methoxypyridin-2-yl)oxy]methyl]-4,4-dimethoxypyrrolidin-1-yl]-1-[6-[3-(dimethylamino)azetidin-1-yl]pyridin-3-yl]-4-oxoquinoline-3-carboxylic acid